Tert-butyl (6-chloro-2-(3-fluoropicolinoyl)pyridin-3-yl)carbamate ClC1=CC=C(C(=N1)C(C1=NC=CC=C1F)=O)NC(OC(C)(C)C)=O